5-[7-[(3R,5R)-5-fluoro-1-methyl-3-piperidyl]-4-methyl-5,6-dihydropyrrolo[2,3-c]pyridazin-3-yl]benzofuran-4-ol F[C@@H]1C[C@H](CN(C1)C)N1CCC2=C1N=NC(=C2C)C2=CC=C1C(C=CO1)=C2O